C(C)(C)(C)OC(=O)N1C(=CC(=C1)O)C(=O)O 1-t-butoxycarbonyl-4-hydroxypyrrole-2-carboxylic acid